(S)-N,N-DIMETHYL-2-SULFAMOYLHEX-5-ENAMIDE CN(C([C@H](CCC=C)S(N)(=O)=O)=O)C